C1=CC(=C[N+](=C1)[C@H]2[C@@H]([C@@H]([C@H](O2)CO)O)O)C(=O)N The molecule is a pyridine nucleoside consisting of nicotinamide with a beta-D-ribofuranosyl moiety at the 1-position. It has a role as a human metabolite, a Saccharomyces cerevisiae metabolite and a mouse metabolite. It is a N-glycosylnicotinamide and a pyridine nucleoside.